4-(5-methyl-2-((1-methyl-1H-pyrazol-5-yl)amino)pyrimidin-4-yl)-N-((2-methyl-2H-indazol-7-yl)methyl)oxazole-2-carboxamide CC=1C(=NC(=NC1)NC1=CC=NN1C)C=1N=C(OC1)C(=O)NCC1=CC=CC2=CN(N=C12)C